C[C@H]1OCCN([C@@H]1C)CCN1C(C(=C(C2=CC=CN=C12)O)C(=O)NC1CCC(CC1)C)=O 1-(2-((2R,3R)-2,3-dimethylmorpholino)ethyl)-4-hydroxy-N-((1s,4S)-4-methylcyclohexyl)-2-oxo-1,2-dihydro-1,8-naphthyridine-3-carboxamide